tert-Butyl 2-propyl-2,4,6,7-tetrahydro-5H-pyrazolo[4,3-f][1,4]oxazepine-5-carboxylate C(CC)N1N=C2C(CN(CCO2)C(=O)OC(C)(C)C)=C1